(2R,6S)-N-(2-{[4-(dimethylcarbamoyl)phenyl]meth-yl}-2-azaspiro[3.3]heptan-6-yl)-2,6-dimethyl-4-[5-(trifluoromethyl)pyrimidin-2-yl]piperazine-1-carboxamide CN(C(=O)C1=CC=C(C=C1)CN1CC2(C1)CC(C2)NC(=O)N2[C@@H](CN(C[C@@H]2C)C2=NC=C(C=N2)C(F)(F)F)C)C